ClC=1C=C(C=CC1Cl)B(O)O (3,4-Dichlorophenyl)boronic acid